methyl 3-(9-((4-(((tert-butoxycarbonyl)amino)methyl)-2-((2-(trimethylsilyl)ethoxy)carbonyl)phenyl)carbamoyl)-4,5-dihydrobenzo[b]thieno[2,3-d]oxepin-8-yl)-6-(propylcarbamoyl)picolinate C(C)(C)(C)OC(=O)NCC1=CC(=C(C=C1)NC(=O)C1=CC2=C(OCCC3=C2SC=C3)C=C1C=1C(=NC(=CC1)C(NCCC)=O)C(=O)OC)C(=O)OCC[Si](C)(C)C